tert-butyl (1-(4-(2-(3-(1-methyl-1H-pyrazol-4-yl)benzamido)-1-phenyl-1H-imidazol-4-yl)butanoyl)piperidin-4-yl)carbamate CN1N=CC(=C1)C=1C=C(C(=O)NC=2N(C=C(N2)CCCC(=O)N2CCC(CC2)NC(OC(C)(C)C)=O)C2=CC=CC=C2)C=CC1